C1(=CC=CC=C1)P(C1=C(C=CC=C1)C1=C(C=CC=C1)/C(=C/C1=CC=CC=C1)/C)C1=CC=CC=C1 (E)-diphenyl-(2'-(1-phenylprop-1-en-2-yl)-[1,1'-biphenyl]-2-yl)phosphine